CN(C(=O)C1=C(C=C(C=C1)[C@H](CC(=O)O)C=1SC=C(N1)CCCCC1=NC=2NCCCC2C=C1)F)C (S)-3-(4-(dimethylcarbamoyl)-3-fluorophenyl)-3-(4-(4-(5,6,7,8-tetrahydro-1,8-naphthyridin-2-yl)butyl)thiazol-2-yl)propionic acid